4,4'-methylenebis(N-sec-butyl-aniline) C(C1=CC=C(NC(C)CC)C=C1)C1=CC=C(NC(C)CC)C=C1